O=C1NC2=CC=C(C=C2C12CCN(CC2)CCOC=2C=C1CCN3[C@H](C1=CC2)CCC3=O)C#N (S)-2-oxo-1'-(2-((3-oxo-1,2,3,5,6,10b-hexahydropyrrolo[2,1-a]isoquinolin-8-yl)oxy)ethyl)spiro[indoline-3,4'-piperidine]-5-carbonitrile